tert-butyl (R)-((5-(4-cyanophenyl)isochroman-1-yl)methyl)(methyl)carbamate C(#N)C1=CC=C(C=C1)C1=C2CCO[C@H](C2=CC=C1)CN(C(OC(C)(C)C)=O)C